C(C)(C)(C)C1=CC(=C(C=C1)C=1C=C2CCN(C(C2=CC1)=O)C=1C=CC(=C(C1)NS(=O)(=O)C)OCOCCOC)N1C[C@H](OCC1)C (R)-N-(5-(6-(4-(tert-butyl)-2-(2-methylmorpholino)phenyl)-1-oxo-3,4-dihydroisoquinolin-2(1H)-yl)-2-((2-methoxyethoxy)methoxy)phenyl)methanesulfonamide